ClC=1C=C(C=C2C(=C(C=NC12)C#N)NCC(C)(C)C)[N+](=O)[O-] 8-Chloro-4-(neopentylamino)-6-nitroquinoline-3-carbonitrile